C(C)(C)(C)OC(=O)N1[C@H](C[C@@H](C1)F)C(=O)O (2R,4S)-1-tert-butoxycarbonyl-4-fluoro-pyrrolidine-2-carboxylic acid